NCC=1C=NN(C1)C1=C(C=C(C=C1)NC(=O)C=1C=NN(C1C(F)(F)F)C1=C2C=CC=NC2=CC=C1)Cl N-(4-(4-(Aminomethyl)-1H-pyrazol-1-yl)-3-chlorophenyl)-1-(chinolin-5-yl)-5-(trifluoromethyl)-1H-pyrazol-4-carboxamid